3,3',3''-[1,4,7-triazecane-1,4,7-triyltris(methylene)]tris[N-(1,2-dihydroxyethyl)-2-hydroxy-5-methyl-benzamide] N1(CCN(CCN(CCC1)CC=1C(=C(C(=O)NC(CO)O)C=C(C1)C)O)CC=1C(=C(C(=O)NC(CO)O)C=C(C1)C)O)CC=1C(=C(C(=O)NC(CO)O)C=C(C1)C)O